(R)-3-(3',5-difluoro-[1,1'-biphenyl]-3-yl)isoxazolidine hydrochloride Cl.FC=1C=C(C=CC1)C1=CC(=CC(=C1)F)[C@@H]1NOCC1